ClC=1C(=CC(=NC1)NC(=O)[C@@H]1C[C@@H](CCC1)NC(COC)=O)C1=CC2=C(N=C3N2C(CC3)(C)C)C(=C1)F (1S,3R)-N-(5-chloro-4-(5-fluoro-1,1-dimethyl-2,3-dihydro-1H-benzo[d]pyrrolo[1,2-a]imidazol-7-yl)pyridin-2-yl)-3-(2-methoxyacetylamino)cyclohexane-1-carboxamide